1-((3R,4S)-4-((5-(1-(2,2-difluoroethyl)-4-fluoro-1H-benzo[d][1,2,3]triazol-6-yl)-4-methoxypyrrolo[2,1-f][1,2,4]triazin-2-yl)amino)-3-fluoropiperidin-1-yl)ethan-1-one FC(CN1N=NC2=C1C=C(C=C2F)C=2C=CN1N=C(N=C(C12)OC)N[C@@H]1[C@@H](CN(CC1)C(C)=O)F)F